CN1N=C(N=C1)C1=CN=[N+](C=C1)CC(=O)NCCS(=O)(=O)[O-] 2-[[2-[4-(1-methyl-1,2,4-triazol-3-yl)pyridazin-1-ium-1-yl]acetyl]amino]ethanesulfonate